CC1=C(C=NC(=C1)C)S(=O)(=O)N1[C@H]2CC(C[C@@H]1CC2)CN2CCOCC2 4-(((1R,3s,5S)-8-((4,6-dimethylpyridin-3-yl)sulfonyl)-8-azabicyclo[3.2.1]oct-3-yl)methyl)morpholine